NCNC1(CCCCC1)C aminomethyl-1-methylcyclohexyl-amine